4-methoxy-1H-benzo[d]imidazole-6-carboxylic acid COC1=CC(=CC=2NC=NC21)C(=O)O